ClC1=C(C(=CC=2C(CCCC12)C=1C=NC(=CC1)OCCCCOC=1C=C2C(N(C(C2=CC1)=O)C1C(NC(CC1)=O)=O)=O)C#N)OCCCl 4-chloro-3-(2-chloroethoxy)-8-(6-(4-((2-(2,6-dioxopiperidin-3-yl)-1,3-dioxoisoindolin-5-yl)oxy)butoxy)pyridin-3-yl)-5,6,7,8-tetrahydronaphthalene-2-carbonitrile